tert-butyl (6-hydroxy-6-(p-tolyl)spiro[3.3]heptan-2-yl)carbamate OC1(CC2(CC(C2)NC(OC(C)(C)C)=O)C1)C1=CC=C(C=C1)C